p-trifluoromethylphenyl phosphate P(=O)(OC1=CC=C(C=C1)C(F)(F)F)([O-])[O-]